ClC1=C(C=CC=C1C1=C(C(=NC=C1)C=1C=C2CCN(CC2=C(C1)OC)CCCF)Cl)C1=CC=C(C(=N1)OC)CN1CC2(C1)CNC(C2)=O 2-((6-(2-Chloro-3-(3-chloro-2-(2-(3-fluoropropyl)-8-methoxy-1,2,3,4-tetrahydroisoquinolin-6-yl)pyridin-4-yl)phenyl)-2-methoxypyridin-3-yl)methyl)-2,6-diazaspiro[3.4]octan-7-one